NC=1C=C(C2=CC=C(N)C=C2)C=CC1N 3'-aminobenzidine